CC1C2C(C(C(C2C(C1O)C)C)O)C 2,4,6,8-tetramethylbicyclo[3.3.0]octane-3,7-diol